(3-hydroxy-3-methylazetidin-1-yl)(2-((5-(thiazol-4-yl)pyridin-2-yl)methyl)oxazol-4-yl)methanone OC1(CN(C1)C(=O)C=1N=C(OC1)CC1=NC=C(C=C1)C=1N=CSC1)C